[Al].[Ca].[Ca].[Ca].[Ca].C(C)(C)C1=CC(=NO1)C1=C(C=CC=C1)OC(F)(F)F 5-isopropyl-3-(2-trifluoromethoxyphenyl)isoxazole tetracalcium aluminium